isopropyl-1-naphthol C(C)(C)C1=C(C2=CC=CC=C2C=C1)O